1-methyl-7-phenoxyisoquinoline-3-carboxylic acid tert-butyl ester C(C)(C)(C)OC(=O)C=1N=C(C2=CC(=CC=C2C1)OC1=CC=CC=C1)C